N-((1S,2R)-2-(3-chlorophenyl)-1-(4-chlorophenyl)but-3-enyl)acetamide ClC=1C=C(C=CC1)[C@H]([C@@H](C1=CC=C(C=C1)Cl)NC(C)=O)C=C